3-chloro-N-(3-chloro-1-(1-(ethylsulfonyl)piperidin-4-yl)-1H-pyrazol-4-yl)-1-ethyl-1H-pyrazolo[3,4-d]pyrimidin-6-amine ClC1=NN(C2=NC(=NC=C21)NC=2C(=NN(C2)C2CCN(CC2)S(=O)(=O)CC)Cl)CC